(2S,3R)-N-(3-bromopropyl)-3-((tert-butyldimethylsilyl)oxy)-N-(4-fluoro-3-methylphenyl)-1-(6-methyl-4-(trifluoromethyl)pyridin-2-yl)pyrrolidine-2-carboxamide BrCCCN(C(=O)[C@H]1N(CC[C@H]1O[Si](C)(C)C(C)(C)C)C1=NC(=CC(=C1)C(F)(F)F)C)C1=CC(=C(C=C1)F)C